C(#N)C1=C(C=CC=C1)N1CCC(CC1)CCCC(=O)O 4-(1-(2-Cyanophenyl)piperidin-4-yl)butanoic acid